FC=1C=C(C=C(C1)F)C=CC1=CC=C(C=C1)OC(C)=O 3,5-di-fluoro-4'-acetoxystilbene